C(C)(=O)[O-].C(C)(=O)[O-].C1(=CC=C(C=C1)P(C1=CC=C(C=C1)C)C1=CC=C(C=C1)C)C.C1(=CC=C(C=C1)P(C1=CC=C(C=C1)C)C1=CC=C(C=C1)C)C.[Pd+2] palladium (II) bis(tri-p-tolylphosphine) diacetate